hexakis(p-isocyanatophenoxy)cyclotriphosphazene N(=C=O)C1=CC=C(OP2(=NP(=NP(=N2)(OC2=CC=C(C=C2)N=C=O)OC2=CC=C(C=C2)N=C=O)(OC2=CC=C(C=C2)N=C=O)OC2=CC=C(C=C2)N=C=O)OC2=CC=C(C=C2)N=C=O)C=C1